ClC1=C(C(=O)NCC2=CC=C(C=C2)C(F)(F)F)C(=CC=C1)Cl 2,6-dichloro-N-(4-trifluoromethylbenzyl)benzamide